FC([C@H]1N(C(CNC1)=C=O)C=1N=C2N(CCOC3=C2C=CC(=C3)N[C@H](C(=O)N)C)C1)F (S)-2-((2-((S)-2-(difluoromethyl)-6-carbonylpiperazin-1-yl)-5,6-dihydrobenzo[f]imidazo[1,2-d][1,4]oxazepin-9-yl)amino)propanamide